C(C)(C)(C)OC(=O)N1CCC2(C[C@@H]([C@H]([C@H]2NC(=O)OC(C)(C)C)O)O)CC1 |r| rac-(1s,2s,3s)-1-((tert-butoxycarbonyl)amino)-2,3-dihydroxy-8-azaspiro[4.5]decane-8-carboxylic acid tert-butyl ester